NN1N=NNC1=O 1-amino-4,5-dihydro-1H-tetrazol-5-one